BrC1=CC=CC=2C=C(OC21)C2=C(C=O)C=CC=C2 2-(7-Bromobenzofuran-2-yl)benzaldehyde